O=C1NC2=CC=C(C=C2C=C1)S(=O)(=O)Cl oxo-1,2-dihydroquinoline-6-sulfonyl chloride